ClC=1C(=NC=CC1OC)OC[C@@H]1NCCC1 3-chloro-4-methoxy-2-{[(2R)-pyrrolidin-2-yl]Methoxy}pyridine